C(C)OC(CC[C@@H](C)[C@H]1CC[C@H]2[C@@H]3[C@H]4[C@@H](C5=CC(CC[C@]5(C)[C@H]3CC[C@]12C)=O)O4)=O (6α,7α)-6,7-epoxy-3-oxo-4-cholen-24-oic acid ethyl ester